N-[(4,5-difluoro-1H-benzimidazol-2-yl)methyl]-8-(2,2-difluoroethyl)-2-(morpholin-4-yl)pyrazolo[1,5-a][1,3,5]triazin-4-amine FC1=C(C=CC=2NC(=NC21)CNC2=NC(=NC=1N2N=CC1CC(F)F)N1CCOCC1)F